7-chloro-2-(isobutylsulfamoyl)-1,3-dihydropyrrolo[3,4-g]Isoquinoline-9-sulfonyl chloride ClC=1N=CC=2C=C3C(=C(C2C1)S(=O)(=O)Cl)CN(C3)S(NCC(C)C)(=O)=O